FC(C(C(C(C(C(C(C(C(C(O)(F)F)(F)F)(F)F)(F)F)(F)F)(F)F)(F)F)(F)F)(F)F)(CCCCCC)F icosafluorohexadecanol